C(CC)(=O)OC(C)C=1OC=CC1 2-furyl-2-ethyl propionate